ClC=1C=CC(=NC1)O[C@@H]1C[C@@H]2CN([C@H]1CC2)C(=O)C=2C(=NC(=CC2)C)C2=NC=CC=N2 ((1S,4R,6R)-6-((5-chloropyridin-2-yl)oxy)-2-azabicyclo[2.2.2]oct-2-yl)(6-methyl-2-(pyrimidin-2-yl)pyridin-3-yl)methanone